O1COC2=C1C=CC(=C2)C(CCN(C(CC)=O)CC2=CC=C(C=C2)C(C2=CC=CC=C2)=O)C2=C(C=CC=C2)OC N-(3-(benzo[d][1,3]dioxol-5-yl)-3-(2-methoxyphenyl)propyl)-N-(4-benzoylbenzyl)propionamide